[2-CARBOXYLETHYL]-10-METHYL-ANTHRACENE C(=O)(O)CCC1=CC=CC2=C(C3=CC=CC=C3C=C12)C